ethyl 5-ethyl-1,2-thiazole-3-carboxylate C(C)C1=CC(=NS1)C(=O)OCC